C1(CC1)C#N cyclopropancarbonitril